7-{[2-(2,6-dioxopiperidin-3-yl)-1-oxo-2,3-dihydro-1H-isoindol-4-yl]amino}heptanoic acid O=C1NC(CCC1N1C(C2=CC=CC(=C2C1)NCCCCCCC(=O)O)=O)=O